2,6-dichloro-4-methylpyrimidine ClC1=NC(=CC(=N1)C)Cl